benzotriazol-1-yl-oxytripyrrolidylphosphonium N1(N=NC2=C1C=CC=C2)O[P+](N2CCCC2)(N2CCCC2)N2CCCC2